butyl 3-cyclopropyl-5-(2-(6-(difluoromethyl)imidazo[1,2-a]pyridin-2-yl) propanamido)-1H-pyrazole-1-carboxylate C1(CC1)C1=NN(C(=C1)NC(C(C)C=1N=C2N(C=C(C=C2)C(F)F)C1)=O)C(=O)OCCCC